4-((5-(4-amino-4-methylpiperidin-1-yl)-3-methylpyrazin-2-yl)thio)-3-chloropyridin-2-amine NC1(CCN(CC1)C=1N=C(C(=NC1)SC1=C(C(=NC=C1)N)Cl)C)C